(7-(3-isopropylbicyclo[1.1.1]pentan-1-yl)thiazolo[5,4-d]pyrimidin-5-yl)methanamine C(C)(C)C12CC(C1)(C2)C=2C1=C(N=C(N2)CN)SC=N1